N=1N=C(NC1)C=1C=C(C=CC1)N1N=CC=2C1=NC=C(C2)SCOC(C)C 1-(3-(4H-1,2,4-triazol-3-yl)phenyl)-5-((isopropoxymethyl)thio)-1H-pyrazolo[3,4-b]pyridine